FC(OC=1C=C(C=CC1)C1=CN=C2N1N=CC=C2)(F)F 3-(3-(trifluoromethoxy)phenyl)imidazo[1,2-b]pyridazine